2-(4-((cis)-1-(tert-butoxycarbonyl)-4-hydroxypyrrolidin-2-yl)-2-fluorophenyl)-6-methoxybenzo[d]imidazo[2,1-b]thiazole-7-carboxylic acid methyl ester COC(=O)C1=CC2=C(N3C(S2)=NC(=C3)C3=C(C=C(C=C3)[C@@H]3N(C[C@@H](C3)O)C(=O)OC(C)(C)C)F)C=C1OC